[Br-].C(C)(C)C1=C(C(=CC=C1)C(C)C)C=1NC=C[NH+]1 2,6-diisopropylphenyl-imidazolium bromide